C1(=CC=CC=C1)C=1C=CC=2N(C1)C(=CN2)C2=NC(=NC=C2)NC=2C=NC(=CC2)N2CCCC2 4-(6-Phenylimidazo[1,2-a]pyridin-3-yl)-N-(6-(pyrrolidin-1-yl)pyridin-3-yl)pyrimidin-2-amine